ClC1=CC2=C(C=N1)C=C(N2COCC[Si](C)(C)C)CN2[C@H](CCC2)C 2-[[6-chloro-2-[[(2S)-2-methylpyrrolidin-1-yl]methyl]pyrrolo[3,2-c]pyridin-1-yl]methoxy]ethyl-trimethylsilane